C1(CC1)C1=NC=NC(=C1C1=NC=C(C(=N1)C(C(=O)OC)C1=CC=C(C=C1)C=1N(C=C(N1)C(F)(F)F)C)OC)OC methyl 2-(4'-cyclopropyl-5,6'-dimethoxy-[2,5'-bipyrimidin]-4-yl)-2-(4-(1-methyl-4-(trifluoromethyl)-1H-imidazol-2-yl)phenyl)acetate